C1(CCC1)CC=1N=CC2=C(N1)NC=C2C2=CC=1N(C=C2)N=CC1C(=O)NCC1CC(C1)(F)F 5-(2-(cyclobutylmethyl)-7H-pyrrolo[2,3-d]pyrimidin-5-yl)-N-((3,3-difluorocyclobutyl)methyl)pyrazolo[1,5-a]pyridine-3-carboxamide